dec-6-yne CCCCCC#CCCC